O1CCN(CC1)CC=1N=C(SC1)N 4-(morpholinomethyl)thiazol-2-amine